methyl-neopentyl glycol diacrylate C(C=C)(=O)OC(C(C)(COC(C=C)=O)C)C